Aluminum-cerium [Ce].[Al]